3-(4-methyl-1H-pyrazol-1-yl)propionic acid hydrochloride Cl.CC=1C=NN(C1)CCC(=O)O